BrCC\C=C/C (Z)-5-bromopent-2-ene